ClC1=C(C=C(C=C1)NC1=CC=C(CN2CC(CC2=O)C(=O)N)C=C1)N1CCC(CC1)C(F)(F)F (4-((4-chloro-3-(4-(trifluoromethyl)piperidin-1-yl)phenyl)amino)benzyl)-5-oxopyrrolidine-3-carboxamide